OCCOC=1C=CC=2C3(C4=CC=CC=C4SC2C1OCCO)OCC(CO3)C3=C1SC=2C(=C(C=CC2C2(C1=CC=C3)OCCCO2)OCCO)OCCO 2-{5'-[3',4'-bis(2-hydroxyethoxy)spiro[1,3-dioxane-2,9'-thioxanthen]-5-yl]-3'-(2-hydroxyethoxy)spiro[1,3-dioxane-2,9'-thioxanthen]-4'-yloxy}ethan-1-ol